dimethyl (1-diazo-2-oxo-propyl)phosphonate [N+](=[N-])=C(C(C)=O)P(OC)(OC)=O